ClC1=NC(=NC(=C1CC1=CC=CC=C1)Cl)C 4,6-dichloro-5-benzyl-2-methyl-pyrimidine